(2R)-1-chloropropane ClCCC